NC1=NC2=C(C=3N1N=C(N3)C=3OC=CC3)C=NN2C(C(=O)N[C@@H]2[C@@H](CCCC2)O)(C)C2=CC=CC=C2 2-(5-amino-2-(furan-2-yl)-7H-pyrazolo[4,3-e][1,2,4]triazolo[1,5-c]pyrimidin-7-yl)-N-((1S,2R)-2-hydroxycyclohexyl)-2-phenylpropanamide